N-((1R,3s,5S)-8-((1H-Indol-5-yl)methyl)-8-azabicyclo[3.2.1]octan-3-yl)-1H-indol-6-carboxamid N1C=CC2=CC(=CC=C12)CN1[C@H]2CC(C[C@@H]1CC2)NC(=O)C2=CC=C1C=CNC1=C2